2-sulfoethyl acrylate C(C=C)(=O)OCCS(=O)(=O)O